2,6,10-trimethyl-pentadecane CC(C)CCCC(CCCC(CCCCC)C)C